(S)-N-((S)-1-cyano-2,2-dicyclopropylethyl)-2-methylpropane-2-sulfinamide C(#N)[C@H](C(C1CC1)C1CC1)N[S@@](=O)C(C)(C)C